ClC=1C=C2C=3CCN([C@H](C3NC2=CC1)C1=CC=C(C=C1)C)C(CCC1=CC=CC=C1)=O (1S)-6-chloro-1-(4-methylphenyl)-2-(3-phenylpropanoyl)-2,3,4,9-tetrahydro-1H-β-carboline